(1R,3S)-3-(3-{[(5-methoxypyrazin-2-yl)acetyl]amino}-1H-pyrazol-5-yl)cyclopentyl[(3ξ)-3-methyltetrahydrofuran-3-yl]carbamate COC=1N=CC(=NC1)CC(=O)NC1=NNC(=C1)[C@@H]1C[C@@H](CC1)N(C([O-])=O)C1(COCC1)C